[Zr].C(C1=CC=CC=C1)N1C=NC(=C1)C1=C(C=CC(=C1)NC1=NC=C(C=C1)C(F)(F)F)S(=O)(=O)NC (1-Benzylimidazol-4-yl)-N-methyl-4-[[5-(trifluoromethyl)-2-pyridinyl]amino]benzenesulfonamide zirconium